BrC=1C=CC(=NC1Cl)COC1=CC=CC(=N1)C1=CC(=C(CC2=NC3=C(N2C[C@H]2OCC2)C=C(C=C3)C(=O)OC)C=C1F)F Methyl (S)-2-(4-(6-((5-bromo-6-chloropyridin-2-yl)methoxy)pyridin-2-yl)-2,5-difluorobenzyl)-1-(oxetan-2-ylmethyl)-1H-benzo[d]imidazole-6-carboxylate